isopentyl (R)-2-(((benzyloxy)carbonyl)amino)-3-(7-methylthieno[3,2-b]pyridine-2-carboxamido)propanoate C(C1=CC=CC=C1)OC(=O)N[C@@H](C(=O)OCCC(C)C)CNC(=O)C1=CC2=NC=CC(=C2S1)C